5-(2-(2,6-dimorpholinopyridin-4-yl)-1H-pyrrolo[2,3-b]pyridin-4-yl)-1H-indazol-3-amine O1CCN(CC1)C1=NC(=CC(=C1)C1=CC=2C(=NC=CC2C=2C=C3C(=NNC3=CC2)N)N1)N1CCOCC1